F[C@@H]1C(NC(C[C@@H]1N1C=CC2=C1N=NC(=C2)C=2C=C1C=C(C=NC1=CC2O)C)(C)C)(C)C 6-{7-[(3S,4S)-3-fluoro-2,2,6,6-tetramethylpiperidin-4-yl]-7H-pyrrolo[2,3-c]pyridazin-3-yl}-3-methylquinolin-7-ol